FC=1C=C(C=C(C1[Si](C)(C)C)F)NC([C@@H](C1=CC=C(C=C1)COC)NC(=O)[C@@H]1CNC(C1)=O)=O (3S)-N-((1R)-2-((3,5-difluoro-4-(trimethylsilyl)phenyl)amino)-1-(4-(methoxymethyl)phenyl)-2-oxoethyl)-5-oxopyrrolidine-3-carboxamide